2-[tert-butyl(diphenyl)silyl]oxy-3-(3,6-dichloro-5-methyl-pyridazin-4-yl)propan-1-ol [Si](C1=CC=CC=C1)(C1=CC=CC=C1)(C(C)(C)C)OC(CO)CC1=C(N=NC(=C1C)Cl)Cl